P(C=1C=C(C=CC1)S(=O)(=O)[O-])(C=1C=C(C=CC1)S(=O)(=O)[O-])C=1C=C(C=CC1)S(=O)(=O)[O-].[Na+].[Na+].[Na+] Trisodium 3,3',3''-phosphanetriyltri(benzene-1-sulfonate)